1-hydroxy-1H-benzotriazole, ammonium salt [NH4+].ON1N=NC2=C1C=CC=C2